methyl 4-[2-methyl-3-(2-trimethylsilylethoxymethyl)imidazol-4-yl]sulfanylbenzoate CC1=NC=C(N1COCC[Si](C)(C)C)SC1=CC=C(C(=O)OC)C=C1